Methyl (S)-4-((1-(tert-Butoxycarbonyl) piperidin-3-yl) amino)-6-chloropyrido[3,2-d]pyrimidine-8-carboxylate C(C)(C)(C)OC(=O)N1C[C@H](CCC1)NC=1C2=C(N=CN1)C(=CC(=N2)Cl)C(=O)OC